CC(C)(C)[S@@](=O)\N=C(\C)/C=1C=C(C=C2C(N(C(=NC12)C)C)=O)C (R,Z)-2-methyl-N-(1-(2,3,6-trimethyl-4-oxo-3,4-dihydroquinazolin-8-yl)ethylidene)propane-2-sulfinamide